5,7'-dimethyl-3',4'-dihydro-1'H-spiro[pyrrolidine-3,2'-[1,8]naphthyridine]-1-carboxylic acid tert-butyl ester C(C)(C)(C)OC(=O)N1CC2(NC3=NC(=CC=C3CC2)C)CC1C